tert-butyl 2-((((9H-fluoren-9-yl)methoxy)carbonyl)amino)-3-iodopropanoate C1=CC=CC=2C3=CC=CC=C3C(C12)COC(=O)NC(C(=O)OC(C)(C)C)CI